C(C)C=1C(=C(C=2CCCCC2C1)C(=O)O)F 3-ethyl-2-fluoro-5,6,7,8-tetrahydronaphthalene-1-carboxylic acid